(4-((3-iodoimidazo[1,2-a]pyrazin-8-yl)amino)-2-methylphenyl)(piperazin-1-yl)methanone hydrochloride Cl.IC1=CN=C2N1C=CN=C2NC2=CC(=C(C=C2)C(=O)N2CCNCC2)C